F[C@H]1CN(CC[C@H]1NC1=C2C=C(N(C2=CC=C1)CC(F)(F)F)C1=NOC(=N1)CNC(=O)C1=CN(C=C1)C1CC(C1)OC)C N-{[3-(4-{[(3S,4R)-3-fluoro-1-methylpiperidin-4-yl]amino}-1-(2,2,2-trifluoroethyl)-1H-indol-2-yl)-1,2,4-oxadiazol-5-yl]methyl}-1-[(1s,3s)-3-methoxycyclobutyl]-1H-pyrrole-3-carboxamide